1-(7-bromo-8-methyl-imidazo[1,2-a]pyridin-3-yl)-3-[(4-methoxyphenyl)methyl]hexahydropyrimidine-2,4-dione BrC1=C(C=2N(C=C1)C(=CN2)N2C(N(C(CC2)=O)CC2=CC=C(C=C2)OC)=O)C